silylpotassium [SiH3][K]